1-[4-benzyloxy-6-[4-tert-butyl-2-(4-fluoro-2-methoxy-phenoxy)-6-methyl-phenyl]-2-pyridinyl]ethane-1,2-diol C(C1=CC=CC=C1)OC1=CC(=NC(=C1)C1=C(C=C(C=C1C)C(C)(C)C)OC1=C(C=C(C=C1)F)OC)C(CO)O